C(CCCCCCC)C1=CC=C(C=C1)NC1=CC=CC2=CC=CC=C12 N-(4-octylphenyl)-1-naphthylamine